(2S)-3,6-dimethoxy-2-(propan-2-yl)-2,5-dihydropyrazine COC=1[C@@H](N=C(CN1)OC)C(C)C